4-(chloromethyl)-2-methyl-pyrimidine ClCC1=NC(=NC=C1)C